CCCCCCCCC(CCCCCCCC)OC(CCCCCCCN(CCCCCC(OCCCCCCCCCCC)=O)CCO)=O Heptadecan-9-yl-8-((2-hydroxyethyl)(6-oxo-6-(undecyloxy)-hexyl)amino)octanoat